2,4-dichloro-7-(trifluoromethyl)quinazoline ClC1=NC2=CC(=CC=C2C(=N1)Cl)C(F)(F)F